C(C)(C)(C)OC(=O)N1[C@H](CCC1)C(=O)O (2R)-1-[(tert-butoxy)carbonyl]pyrrolidine-2-carboxylic acid